ClC1=NC(=NC(=N1)\C=C\C)NC(CO)CC(C)C (E)-2-((4-chloro-6-(prop-1-en-1-yl)-1,3,5-triazin-2-yl)amino)-4-methylpentan-1-ol